C1(CC1)C=1N=NN(C1)[C@H](C(=O)N1[C@@H](C[C@H](C1)O)C(=O)NCC1=CC=C(C=C1)C1=C(N=CS1)C)C(C)(C1=CC=CC=C1)C (2S,4R)-1-((S)-2-(4-cyclopropyl-1H-1,2,3-triazol-1-yl)-3-methyl-3-phenylbutanoyl)-4-hydroxy-N-(4-(4-methylthiazol-5-yl)benzyl)pyrrolidine-2-carboxamide